COC1=C(C=CC=C1)S(=O)[O-].[Na+] sodium 2-methoxybenzenesulfinate